N-(1-(4-((5-chloro-4-((2-(dimethylphosphoryl)phenyl)amino)pyrimidin-2-yl)amino)-3-methoxyphenyl)piperidin-4-yl)-2-((2-(2,6-dioxopiperidin-3-yl)-1-oxoisoindolin-4-yl)amino)acetamide ClC=1C(=NC(=NC1)NC1=C(C=C(C=C1)N1CCC(CC1)NC(CNC1=C2CN(C(C2=CC=C1)=O)C1C(NC(CC1)=O)=O)=O)OC)NC1=C(C=CC=C1)P(=O)(C)C